CN1N=CC(=C1C)S(=O)(=O)N1CCC(CC1)C=1C(=CC=2N(C1)N=CN2)C(C)(C)O 2-(6-(1-((1,5-dimethyl-1H-pyrazol-4-yl)sulfonyl)piperidin-4-yl)-[1,2,4]triazolo[1,5-a]pyridin-7-yl)propan-2-ol